tri(n-octyl) phosphite P(OCCCCCCCC)(OCCCCCCCC)OCCCCCCCC